ClC1=CC=C2C(=CNC2=C1)S(=O)(=O)NC1=NC=C(C(=N1)OC)OCCOC 6-chloro-N-[4-methoxy-5-(2-methoxyethoxy)pyrimidin-2-yl]-1H-indole-3-sulfonamide